C(CC(O)(C(=O)[O-])CC(=O)[O-])(=O)O.[Ga+3].[Ga+3].C(CC(O)(C(=O)[O-])CC(=O)[O-])(=O)O.C(CC(O)(C(=O)[O-])CC(=O)[O-])(=O)O digallium hydrogen citrate